8-bromo-7-fluoro-1,4,4,9-tetramethyl-4,5-dihydro-1H-[1,2,3]triazolo[4,5-c]quinoline BrC1=C(C=2C3=C(C(NC2C=C1F)(C)C)N=NN3C)C